1-phenyl-3-(1,2,3-thiadiazol-5-yl)urea C1(=CC=CC=C1)NC(=O)NC1=CN=NS1